CC1=C(\C=C/2\C(N(C(C2)=O)CCCCCCC(=O)OCC)=O)C=CC=C1 ethyl (E)-7-(3-(2-methylbenzylidene)-2,5-dioxopyrrolidinyl)heptanoate